C(C)(C)(C)OC(=O)N1C(CCCC1)OCCN1C=NC(=C1)[Sn](CCCC)(CCCC)CCCC [2-(4-tributylstannylimidazol-1-yl)ethoxy]piperidine-1-carboxylic acid tert-butyl ester